O.[OH-].[Li+].N1C=CC2=CC=CC=C12 1H-indole Lithium hydroxide monohydrate